C(OC1=C(C(=O)O)C=CC=C1)COC1=C(C(=O)O)C=CC=C1 4,4-(ethylenedioxy)dibenzoic acid